4,4'-thiodiphenyl mercaptan S(C1=CC=C(C=C1)S)C1=CC=C(C=C1)S